C1(=CC=CC=C1)N1C(=NC2=C1C=CC=C2)C2=C(C#N)C(=C(C(=C2C2=CC=CC=1C3=CC=CC=C3N(C21)C2=CC=CC=C2)C2=CC=CC=1C3=CC=CC=C3N(C21)C2=CC=CC=C2)C2=CC=CC=1C3=CC=CC=C3N(C21)C2=CC=CC=C2)C2=CC=CC=1C3=CC=CC=C3N(C21)C2=CC=CC=C2 2-(1-phenyl-1H-benzo[d]imidazol-2-yl)-3,4,5,6-tetrakis(9-phenyl-9H-carbazol-1-yl)benzonitrile